CC(CN1C(NC=2C=NC=3C=CC=CC3C21)=O)C (2-methylpropyl)-1,3-dihydro-2H-imidazo[4,5-c]quinolin-2-one